6-Cyano-1-methyl-4-[4-methyl-4-(5-methyl-1,3-benzooxazol-2-yl)piperidin-1-yl]-2-oxo-7-[(oxolan-3-yl)oxy]-1,2-dihydroquinoline-3-carboxamide C(#N)C=1C=C2C(=C(C(N(C2=CC1OC1COCC1)C)=O)C(=O)N)N1CCC(CC1)(C=1OC2=C(N1)C=C(C=C2)C)C